Ethyl 4,4,4-trifluoro-3-[(4-methoxyphenyl)methyl]butanoate FC(C(CC(=O)OCC)CC1=CC=C(C=C1)OC)(F)F